FC=1C(=CC2=CN(N=C2C1)C)NC(=O)N1CCC=2C1=NC(=CC2N2CCN(CC2)C(=O)OC(C)(C)C)C tert-butyl 4-(1-((6-fluoro-2-methyl-2H-indazol-5-yl)carbamoyl)-6-methyl-2,3-dihydro-1H-pyrrolo[2,3-b]pyridin-4-yl)piperazine-1-carboxylate